CC(C)(C)OC(=O)NCCCCN(CCCN)C(=O)OC(C)(C)C bis-Boc-spermidine